FC=1C=C(C=C(C1)NCCN)NC(=O)NC1=C(C(=CC(=C1)F)F)CO 1-[3-fluoro-5-(2-aminoethylamino)phenyl]-3-(3,5-difluoro-2-hydroxymethylphenyl)urea